1-isobutyl-N-(6-(1-methyl-1H-pyrazol-4-yl)isoquinolin-3-yl)azetidine-3-carboxamide C(C(C)C)N1CC(C1)C(=O)NC=1N=CC2=CC=C(C=C2C1)C=1C=NN(C1)C